NC1=C(SC=2N=C(SC21)C)C(=O)NC2CC=1C=CC(=NC1CC2)N2CC(C(C2)N)(C)C(F)F 6-amino-N-{2-[4-amino-3-(difluoromethyl)-3-methylpyrrolidin-1-yl]-5,6,7,8-tetrahydroquinolin-6-yl}-2-methylthieno[2,3-d][1,3]thiazole-5-carboxamide